Isopropyl (R)-2-(1-(8-(tert-butoxy)-8-oxooctyl)-6-(1-((tert-butoxycarbonyl)amino)ethyl)-1H-indol-2-yl)-7-methoxy-1-methyl-1H-benzo[d]imidazole-5-carboxylate C(C)(C)(C)OC(CCCCCCCN1C(=CC2=CC=C(C=C12)[C@@H](C)NC(=O)OC(C)(C)C)C1=NC2=C(N1C)C(=CC(=C2)C(=O)OC(C)C)OC)=O